ClC=1C=C(C(=NC1)I)O 5-chloro-2-iodopyridin-3-ol